N1=CC=C(C=C1)C=1NC(=NN1)C1(CCOCC1)NC=1C=C(C(=O)O)C=CC1 3-((4-(5-(pyridin-4-yl)-4H-1,2,4-triazol-3-yl)tetrahydro-2H-pyran-4-yl)amino)benzoic acid